octenyl-cyclobutylphosphinic acid C(=CCCCCCC)P(O)(=O)C1CCC1